tert-butoxysodium C(C)(C)(C)O[Na]